Racemic-4-chloro-N-(1-(6,7-difluoro-1-oxo-1,2-dihydroisoquinolin-4-yl)ethyl)-3-fluoro-N-methylbenzamide ClC1=C(C=C(C(=O)N(C)[C@H](C)C2=CNC(C3=CC(=C(C=C23)F)F)=O)C=C1)F |r|